FC1=C(C=CC=C1)C#CC1=CC=C(C(=O)CC2(CCOCC2)CC(=O)O)C=C1 2-(4-((4-((2-fluorophenyl)ethynyl)benzoyl)methyl)tetrahydro-2H-pyran-4-yl)acetic acid